[IH2+].C(=C)C=1NC=CN1 vinyl-imidazole iodonium salt